6-((1-((1-hydroxy-3-methoxy-2-methylpropan-2-yl)sulfonyl)cyclopropyl)methyl)-1-methyl-7-oxo-4,5,6,7-tetrahydro-1H-pyrazolo[3,4-c]pyridine-3-carboxylic acid OCC(COC)(C)S(=O)(=O)C1(CC1)CN1C(C2=C(CC1)C(=NN2C)C(=O)O)=O